FC(C=1C=C(C=C(C1)C(F)(F)F)C1=CC=2C(N(C(C3=CC(=C4C(C23)=C1OC1=CC=CC=C14)C1=CC(=CC(=C1)C(F)(F)F)C(F)(F)F)=O)C1=CC=C(C=C1)CC(=O)[O-])=O)(F)F 2-(4-(5,11-bis(3,5-bis(trifluoromethyl)phenyl)-1,3-dioxo-1H-xantheno[2,1,9-def]isoquinolin-2(3H)-yl)phenyl)acetate